CC(C(=O)O)C1=C(NC2=CC=C(C(=C12)C(C1=CC=C(C=C1)Cl)=O)OC)C Alpha-methyl-(4-chlorobenzoyl)-5-methoxy-2-methylindole-3-acetic acid